OC1=NC(=NC2=CC(=C(C=C12)C1CCCCC1)OCCOC)C (1R,4R)-4-(4-hydroxy-7-(2-methoxyethoxy)-2-methylquinazolin-6-yl)cyclohexane